FC(C)(F)C=1N=C(SC1C)C1=CN(C2=CN=C(C=C21)NC(C)=O)C N-(3-(4-(1,1-difluoroethyl)-5-methylthiazol-2-yl)-1-methyl-1H-pyrrolo[2,3-c]pyridin-5-yl)acetamide